2-(tert-butyl-diphenyl-siloxy)ethanol C(C)(C)(C)[Si](OCCO)(C1=CC=CC=C1)C1=CC=CC=C1